C1(=CC=CC=C1)CCCN1C(=NC2=C1C=CC=C2C(=O)N)C2=NC=CC=C2 1-(3-phenylpropyl)-2-(pyridin-2-yl)-1H-benzo[d]imidazole-4-carboxamide